1-{6-[trans-3-(5-amino-7-methoxy[1,2,4]triazolo[1,5-c]quinazolin-2-yl)cyclobutyl]pyridin-3-yl}-2-methylpropan-2-ol NC1=NC=2C(=CC=CC2C=2N1N=C(N2)[C@@H]2C[C@H](C2)C2=CC=C(C=N2)CC(C)(O)C)OC